(S)-4-(1-(5-(6-chloro-7-fluoro-3-(1H-imidazol-1-yl)-5-methoxy-1-methyl-1H-indol-2-yl)-4H-1,2,4-triazol-3-yl)ethyl)morpholine ClC1=C(C=C2C(=C(N(C2=C1F)C)C=1NC(=NN1)[C@H](C)N1CCOCC1)N1C=NC=C1)OC